ClC=1C=C(CN[C@@H]2[C@H](CCCC2)CC=2C=C3CN(C(C3=CC2)=O)C2C(NC(CC2)=O)=O)C=C(C1)Cl 3-(5-(((1R,2S)-2-((3,5-dichlorobenzyl)amino)cyclohexyl)methyl)-1-oxoisoindolin-2-yl)piperidine-2,6-dione